2-{8-[(3R)-1'-(3-Hydroxycyclobutyl)-[1,4'-bipiperidin]-3-yl]-4-methyl-5H,6H,7H-pyrido[2,3-c]pyridazin-3-yl}-5-(trifluoromethyl)phenol OC1CC(C1)N1CCC(CC1)N1C[C@@H](CCC1)N1CCCC2=C1N=NC(=C2C)C2=C(C=C(C=C2)C(F)(F)F)O